NC1=C2C(=NC=N1)N(N=C2C2=CC=C(CNC(C1=C(C=CC(=C1)F)OC)=O)C=C2)COCC[Si](C)(C)C N-(4-(4-amino-1-((2-(trimethylsilyl)ethoxy)methyl)-1H-pyrazolo[3,4-d]pyrimidin-3-yl)benzyl)-5-fluoro-2-methoxybenzamide